FC1=C(C=CC(=C1)F)C=1C(=CC(=CC1)S(=O)(=O)CC1CCC(CC1)(C)O)C#N 2',4'-Difluoro-4-(((trans-4-hydroxy-4-methylcyclohexyl)methyl)sulfonyl)-[1,1'-biphenyl]-2-carbonitrile